ClC1=CC=2N3[C@@H]4C=5C(=CC=CC5C(N[C@H](C3=NC2C=C1)C4)=O)OC(F)F (1S,11S)-5-chloro-18-(difluoromethoxy)-2,9,12-triazapentacyclo[9.8.1.0^{2,10}.0^{3,8}.0^{14,19}]icosa-3(8),4,6,9,14(19),15,17-heptaen-13-one